(trans-2-methylcyclopentyl) 4-methylbenzenesulfonate CC1=CC=C(C=C1)S(=O)(=O)O[C@H]1[C@@H](CCC1)C